2-(4-fluorothiophen-2-yl)-2-methyl-1,3-dioxolan FC=1C=C(SC1)C1(OCCO1)C